OCCOC1=C(C=CC=C1)C1(CCCCC1)C1=C(C=CC=C1)OCCO 1,1-bis{(2-hydroxyethoxy)phenyl}cyclohexane